S(=O)(=O)(O)O.COC=1C=C(C=CC1O)C(CO)O 3-methoxy-4-hydroxyphenylethyleneglycol sulfate